3-(3-(4-(Chloromethyl)phenyl)-5-(3-methyl-4H-1,2,4-triazol-4-yl)-3H-imidazo[4,5-b]pyridin-2-yl)pyridin-2-amine ClCC1=CC=C(C=C1)N1C(=NC=2C1=NC(=CC2)N2C(=NN=C2)C)C=2C(=NC=CC2)N